N-cyclopropyl-4-methyl-3-{1-[2-(1H-pyrazol-1-yl)-1,3-thiazol-5-yl]-1H-pyrazol-4-yl}benzamide C1(CC1)NC(C1=CC(=C(C=C1)C)C=1C=NN(C1)C1=CN=C(S1)N1N=CC=C1)=O